1-(3-bromoprop-1-yn-1-yl)-4-tert-butylbenzene BrCC#CC1=CC=C(C=C1)C(C)(C)C